C(C)OC(=O)[C@H]1N[C@H]([C@@](C1)(C)C#N)C1=CC=C(C=C1)F |r| rac-ethyl-(2s,4s,5s)-4-cyano-5-(4-fluorophenyl)-4-methylpyrrolidine-2-carboxylate